2-{3-[3-(dimethylamino)pyrrolidin-1-yl]-1,2,4-triazin-6-yl}-5-(1H-pyrazol-4-yl)phenol CN(C1CN(CC1)C=1N=NC(=CN1)C1=C(C=C(C=C1)C=1C=NNC1)O)C